tert-Butyl (1S,4s)-4-(5-(((1R,2S)-2-((benzyloxy)carbonyl)cyclopentyl)carbamoyl)-2-fluoro-4-methoxyphenoxy)-1-methylcyclohexane-1-carboxylate C(C1=CC=CC=C1)OC(=O)[C@@H]1[C@@H](CCC1)NC(=O)C=1C(=CC(=C(OC2CCC(CC2)(C(=O)OC(C)(C)C)C)C1)F)OC